OCC1=NN2C(=NC(=C(C2=O)C=2C=NN(C2)CC(C(F)(F)F)(F)F)C(F)(F)F)S1 2-(Hydroxymethyl)-6-[1-(2,2,3,3,3-pentafluoropropyl)-1H-pyrazol-4-yl]-7-(trifluoromethyl)-5H-[1,3,4]thiadiazolo[3,2-a]pyrimidin-5-one